copper-nickel-boron [B].[Ni].[Cu]